lauroyl-methionine sulfoxide triethanolamine salt N(CCO)(CCO)CCO.C(CCCCCCCCCCC)(=O)N[C@@H](CCS(=O)C)C(=O)O